tert-butyl (R)-5-hydroxycaproate O[C@@H](CCCC(=O)OC(C)(C)C)C